O1C2=C(N(CC1)C(=O)ON1C(N3C(CN(CC3)CC3=CC=C(C=C3)Cl)C1=O)=O)C=CC=C2 7-(4-Chlorobenzyl)-1,3-dioxohexahydroimidazo[1,5-a]pyrazin-2(3H)-yl 2,3-dihydro-4H-benzo[b][1,4]oxazine-4-carboxylate